C12CN(CC(N1)C2)C2=CC=C(C=N2)C=2C=1N(C(=C(C2)OCC(C)(C)O)C)N=CC1C#N 4-(6-(3,6-diazabicyclo[3.1.1]heptan-3-yl)pyridin-3-yl)-6-(2-hydroxy-2-methylpropyloxy)-7-methylpyrazolo[1,5-a]pyridine-3-carbonitrile